1-(4-chlorophenyl)-N-[(4-methoxyphenyl)methyl]-5-oxopyrrolidine-3-carboxamid ClC1=CC=C(C=C1)N1CC(CC1=O)C(=O)NCC1=CC=C(C=C1)OC